N-[(3R,4S)-1-(3,3-difluorocyclopentanecarbonyl)-4-fluoropyrrolidin-3-yl]-5-fluorobenzamide FC1(CC(CC1)C(=O)N1C[C@H]([C@H](C1)F)NC(C1=CC=CC(=C1)F)=O)F